NC1=NC=CC2=C(C=CC=C12)C1=CC(=C2CCC(C2=C1)OC1=C(C=CC=C1)CC(=O)O)C1=COC=C1 2-(2-((6-(1-aminoisoquinolin-5-yl)-4-(furan-3-yl)-2,3-dihydro-1H-inden-1-yl)oxy)phenyl)acetic acid